2-(pyrimidin-4-yl)-N-(3-(trifluoromethyl)phenyl)imidazo[1,2-a]pyrazin-3-amine N1=CN=C(C=C1)C=1N=C2N(C=CN=C2)C1NC1=CC(=CC=C1)C(F)(F)F